silicon tin antimony [Sb].[Sn].[Si]